4-amino-1-(2-(tert-butoxy)-2-oxoethyl)-1H-pyrazole-3-carboxylate NC=1C(=NN(C1)CC(=O)OC(C)(C)C)C(=O)[O-]